(5'S,7a'R)-1-(8-methoxy[1,2,4]triazolo[1,5-c]pyrimidin-5-yl)-5'-phenyltetrahydro-3'H-spiro[piperidine-4,2'-pyrrolo[2,1-b][1,3]oxazol]-3'-one COC=1C=2N(C(=NC1)N1CCC3(C(N4[C@H](O3)CC[C@H]4C4=CC=CC=C4)=O)CC1)N=CN2